1-[2-benzyloxy-4-(trifluoromethyl)phenyl]-3H-pyrido[3,4-d]pyridazin C(C1=CC=CC=C1)OC1=C(C=CC(=C1)C(F)(F)F)C1=C2C(=CNN1)C=NC=C2